ethyl 8-chloro-4,5-dihydronaphtho[2,1-d]isoxazole-3-carboxylate ClC1=CC=C2CCC=3C(=NOC3C2=C1)C(=O)OCC